CON(C(C(C)N(C(OC(C)(C)C)=O)C)=O)C.C(=O)(OC(C)(C)C)NCCNCCN N7-Boc Diethylenetriamine Tert-butyl (1-(methoxy(methyl)amino)-1-oxopropan-2-yl)(methyl)carbamate